3-(adamantan-1-yl)-1-methylimidazolium C12(CC3CC(CC(C1)C3)C2)[N+]2=CN(C=C2)C